NC=1C=C2C(C=3C=C(C=C(C3C(C2=CC1)=O)O)O)=O 6-amino-1,3-dihydroxyanthraquinone